2-chloro-5-(3-iodopyrazolo[1,5-a]pyridin-5-yl)-7-tosyl-7H-pyrrolo[2,3-d]pyrimidine ClC=1N=CC2=C(N1)N(C=C2C2=CC=1N(C=C2)N=CC1I)S(=O)(=O)C1=CC=C(C)C=C1